1-(5-chloro-2-((1-methylpiperidin-3-yl)amino)oxazolo[4,5-b]pyridin-7-yl)ethan-1-one ClC1=CC(=C2C(=N1)N=C(O2)NC2CN(CCC2)C)C(C)=O